C(CCCCCCCCCCCCC)OCCOS(=O)(=O)[O-] n-tetradecyloxyethylsulfat